CC(CC(=O)OC[C@H]1O[C@@]([C@@H]([C@@H]1OC(C(C)C)=O)O)(C#N)C1=CC=C2C(=NC=NN21)N)C ((2R,3S,4R,5R)-5-(4-aminopyrrolo[2,1-f][1,2,4]triazin-7-yl)-5-cyano-4-hydroxy-3-(isobutyryloxy)tetrahydrofuran-2-yl)methyl 3-methylbutanoate